O([C@H]1[C@H](O)[C@@H](O)[C@H](O)[C@H](O1)CO)C1[C@H](O)[C@H](O)[C@@H](O)[C@@H](O1)C L-rhamnopyranosyl-(1→4) β-D-glucopyranoside